6-(benzyloxy)-3,4-dihydro-2H-1-benzopyran-4-one C(C1=CC=CC=C1)OC=1C=CC2=C(C(CCO2)=O)C1